OCCC1(CC1)S(=O)(=O)C1(CC1)CN1C(C2=C(CC1)C(=NN2C)C(=O)OCC)=O Ethyl 6-((1-((1-(2-hydroxyethyl)cyclopropyl)sulfonyl)cyclopropyl)methyl)-1-methyl-7-oxo-4,5,6,7-tetrahydro-1H-pyrazolo[3,4-c]pyridine-3-carboxylate